2-[(2S,5R)-5-aminotetrahydropyran-2-yl]Propan-2-ol hydrochloride Cl.N[C@@H]1CC[C@H](OC1)C(C)(C)O